2-(2-cyclohexyl-6-isopropyl-5,8-dioxo-5,6,7,8-tetrahydro-4H-pyrazolo[1,5-a]pyrrolo[3,4-d]pyrimidin-4-yl)-N-(5-fluoropyrimidin-2-yl)acetamide C1(CCCCC1)C1=NN2C(N(C3=C(C2=O)CN(C3=O)C(C)C)CC(=O)NC3=NC=C(C=N3)F)=C1